N-(4-fluoro-3-((2-((1-methyl-1H-pyrazol-4-yl)amino)-5-(6-(trifluoromethyl)pyridin-3-yl)pyrimidin-4-yl)amino)phenyl)acrylamide FC1=C(C=C(C=C1)NC(C=C)=O)NC1=NC(=NC=C1C=1C=NC(=CC1)C(F)(F)F)NC=1C=NN(C1)C